4,4-dimethyl-8-(methylamino)-N-(4-methyl-1,3-thiazol-2-yl)-1-(tetrahydro-2H-pyran-2-yl)-4,5-dihydro-1H-pyrazolo[4,3-H]quinazoline-3-carboxamide CC1(CC=2C=NC(=NC2C2=C1C(=NN2C2OCCCC2)C(=O)NC=2SC=C(N2)C)NC)C